FC1=C(COC2=NC(=NC=C2)C2=CC(=C(C=3CCOC32)CC3=NC2=C(N3C[C@H]3OCC3)C=C(C=C2OC)C(=O)O)F)C=CC(=C1)C1COC1 (S)-2-((7-(4-((2-fluoro-4-(oxetan-3-yl)benzyl)oxy)pyrimidin-2-yl)-5-fluoro-2,3-dihydrobenzofuran-4-yl)methyl)-4-methoxy-1-(oxetan-2-ylmethyl)-1H-benzo[d]imidazole-6-carboxylic acid